C1(=CC=CC=C1)N1[C@H]2CC(C[C@@H]1CC2)N2C=CC1=CC=C(C=C21)C(=O)N ((1R,3s,5S)-8-phenyl-8-azabicyclo[3.2.1]oct-3-yl)-1H-indole-6-carboxamide